BrCCCCCCOC(CCCCC(OCCCCCCCCCC)OCCCCCCCCCC)=O 6,6-bis(decyloxy)hexanoic acid 6-bromohexyl ester